NC1=C(C(N(C2=CC(=CC=C12)Cl)C1=CC=CC=C1)=O)C(=O)OC(C)C propan-2-yl 4-amino-7-chloro-2-oxo-1-phenyl-1,2-dihydroquinolin-3-carboxylate